BrC1=CC2=C(C(=NO2)NS(=O)(=O)C2=C(C=CC=C2OC)OC)C(=C1)OC N-(6-bromo-4-methoxybenzo[d]isoxazol-3-yl)-2,6-dimethoxybenzenesulfonamide